CN(CCCS(=O)(=O)N1C[C@@H]([C@H](CC1)C1=NC(=C(C=2N1N=C(N2)N)OC(C)C)C=2C=NNC2)C)C ((3R,4S)-1-((3-(dimethylamino)propyl)sulfonyl)-3-methylpiperidin-4-yl)-8-isopropoxy-7-(1H-pyrazol-4-yl)-[1,2,4]triazolo[1,5-c]pyrimidin-2-amine